The molecule is a delta-lactam that is L-pipecolic acid carrying additional hydroxy and aminomethyl substituents at position 5 as well as an oxo substituent at position 6. It has a role as a bacterial metabolite. It is a delta-lactam, a N-acyl-L-alpha-amino acid and an amino alcohol. It derives from a L-pipecolic acid. C1C[C@@](C(=O)N[C@@H]1C(=O)O)(CN)O